BrC1=C(C(=CC(=C1)F)C(NC1CC1)=O)NC(=O)[C@H]1COCC1 (3R)-N-[2-bromo-6-(cyclopropylcarbamoyl)-4-fluoro-phenyl]tetrahydrofuran-3-carboxamide